O1C(=CC2=C1C=CC=C2)C2=NC1=CC=CC=C1C=C2 2-(1-benzofuran-2-yl)quinoline